1-(3,5-difluorobenzyl)-2-methyl-1H-imidazol-4-amine FC=1C=C(CN2C(=NC(=C2)N)C)C=C(C1)F